NC1=C2C(=NC=N1)N(N=C2C2=CC=C(C=C2)OC2=CC=CC=C2)CCNS(=O)(=O)C2=C(C(=C(C(=C2F)F)F)F)C(F)F N-(2-(4-amino-3-(4-phenoxyphenyl)-1H-pyrazolo[3,4-d]pyrimidin-1-yl)ethyl)-2-(difluoromethyl)-3,4,5,6-tetrafluorobenzenesulfonamide